(2,2,6,6-tetramethyl-4-piperidyl)-1,2,3,4-butane-tetracarboxylate CC1(NC(CC(C1)OC(=O)CC(C(CC(=O)[O-])C(=O)[O-])C(=O)[O-])(C)C)C